BrC1=CC=2C3=C(C=NC2C=C1F)NC(C31CC(C1)C1=CC(=NC=C1)OC)=O trans-8'-Bromo-7'-fluoro-3-(2-methoxypyridin-4-yl)spiro[cyclobutane-1,1'-pyrrolo[2,3-c]quinolin]-2'(3'H)-one